3-((5-methylisoxazol-3-yl)oxy)pyrrolidin CC1=CC(=NO1)OC1CNCC1